BrC=1C(N(C(C1)=O)CCC(=O)NCCNC(OC(C)(C)C)=O)=O tert-Butyl (2-(3-(3-bromo-2,5-dioxo-2,5-dihydro-1H-pyrrol-1-yl)propanamido)ethyl)carbamate